3-PHENYLPROPYL PROPIONATE C(CC)(=O)OCCCC1=CC=CC=C1